C1(=CC=C(C=C1)C(=O)[C@@]([C@@](C(=O)O)(O)C(=O)C1=CC=C(C=C1)C)(O)C(=O)O)C di-para-toluoyl-D-tartaric acid